FC1([C@@H]2CCC[C@H](C1)N2)F (1R,3S,5S)-6,6-difluoro-8-azabicyclo[3.2.1]octan